amino-3-(bis(2-hydroxyethyl)amino)-2-propanol NCC(CN(CCO)CCO)O